5-((5-ethyl-5-azaspiro[2.5]octane-7-yl)oxy)isobenzofuran-1(3H)-one C(C)N1CC2(CC2)CC(C1)OC=1C=C2COC(C2=CC1)=O